tert-butyl 2-[5-[(8-fluoro-2-methyl-imidazo[1,2-a]pyridin-6-yl)carbamoyl]pyrazin-2-yl]-2,8-diazaspiro[3.5]nonane-8-carboxylate FC=1C=2N(C=C(C1)NC(=O)C=1N=CC(=NC1)N1CC3(C1)CCCN(C3)C(=O)OC(C)(C)C)C=C(N2)C